ClC1=CC=C(CN2CC(CCC2)C2=CC=NC=3N2N=C(C3CNCC3(CCOCC3)F)C)C=C1 1-(7-(1-(4-Chlorobenzyl)piperidin-3-yl)-2-methylpyrazolo[1,5-a]pyrimidin-3-yl)-N-((4-fluorotetrahydro-2H-pyran-4-yl)methyl)methanamine